2-(6-Cyclopentyl-2-azaspiro[3.3]heptane-2-carbonyl)-7-oxa-5-azaspiro[3.4]octan-6-one C1(CCCC1)C1CC2(CN(C2)C(=O)C2CC3(C2)NC(OC3)=O)C1